O1COC2=C1C=CC(=C2)N(C2CCN(CC2)C(=O)OC(C)(C)C)C2=CC=C(C=C2)OC tert-butyl 4-(benzo[d][1,3]dioxol-5-yl(4-methoxyphenyl)amino)piperidine-1-carboxylate